tert-butoxycarbonyl-N-[5-[[2-chloro-5-[[(1R,3R)-2,2-dichloro-3-[4-fluoro-3-(trifluoromethyl)phenyl]cyclopropanecarbonyl]amino]-3-methylbenzoyl]amino]-2,4-difluoro-phenyl]carbamate C(C)(C)(C)OC(=O)N(C([O-])=O)C1=C(C=C(C(=C1)NC(C1=C(C(=CC(=C1)NC(=O)[C@@H]1C([C@H]1C1=CC(=C(C=C1)F)C(F)(F)F)(Cl)Cl)C)Cl)=O)F)F